FC1=C(C=C(C(=C1)OC)[N+](=O)[O-])F difluoro-4-methoxy-5-nitrobenzene